NN1C(=NN(C1=O)C(=O)NC(C)(C)C)C(C)C 4-amino-N-tert-butyl-4,5-dihydro-3-isopropyl-5-oxo-1H-1,2,4-triazole-1-carboxamide